3-((2-fluoro-4-(hexadecyloxy)phenyl)sulfonyl)-4-(4-(4-methylpiperazin-1-yl)-[1,4'-bipiperidin]-1'-yl)-6-(methylsulfinyl)quinoline FC1=C(C=CC(=C1)OCCCCCCCCCCCCCCCC)S(=O)(=O)C=1C=NC2=CC=C(C=C2C1N1CCC(CC1)N1CCC(CC1)N1CCN(CC1)C)S(=O)C